methyl 4-(di-fluoromethyl)-2-((4-fluoro-2-methylphenyl)amino)-benzoate FC(C1=CC(=C(C(=O)OC)C=C1)NC1=C(C=C(C=C1)F)C)F